N-benzoyloxy-1-(4-phenylthiophenyl)octan-1-one-2-imine C(C1=CC=CC=C1)(=O)ON=C(C(=O)C1=CC=C(C=C1)SC1=CC=CC=C1)CCCCCC